C(#N)C1=C(CCC1)C(=O)NC1=C(C(=C(C(=C1F)F)C1=CC(=CC=C1)OC(F)(F)F)F)F 2-Cyano-N-(2,3,5,6-tetrafluoro-3'-(trifluoromethoxy)-[1,1'-biphenyl]-4-yl)cyclopent-1-ene-1-carboxamide